7-Amino-4-[(3-bromophenyl)amino]quinazoline NC1=CC=C2C(=NC=NC2=C1)NC1=CC(=CC=C1)Br